(1SR,3RS)-3-(4-methyl-1H-pyrazol-1-yl)cyclopentyl methanesulfonate CS(=O)(=O)O[C@@H]1C[C@@H](CC1)N1N=CC(=C1)C |r|